3-(4-(trifluoromethyl)phenyl)propynoic Acid FC(C1=CC=C(C=C1)C#CC(=O)O)(F)F